4-BENZYLOXY-2,5-DIMETHOXYPHENYLBORONIC ACID C(C1=CC=CC=C1)OC1=CC(=C(C=C1OC)B(O)O)OC